ClCOC(=O)N1[C@@H](CCC[C@@H]1C)C (2R,6S)-2,6-dimethylpiperidine-1-carboxylic acid chloromethyl ester